(rac)-7-fluoro-2-(2-((1S,2S)-2-((6-oxo-5-(trifluoromethyl)-1,6-dihydropyridazin-4-yl)amino)cyclopentyl)ethyl)-6-(5-(trifluoromethyl)pyrimidin-2-yl)isoquinolin-1(2H)-one FC1=C(C=C2C=CN(C(C2=C1)=O)CC[C@H]1[C@H](CCC1)NC=1C=NNC(C1C(F)(F)F)=O)C1=NC=C(C=N1)C(F)(F)F |r|